2-[1-[6-Methyl-4-oxo-2-(2-pyridyl)-3-(trifluoromethyl)chromen-8-yl]ethylamino]benzoic acid CC=1C=C2C(C(=C(OC2=C(C1)C(C)NC1=C(C(=O)O)C=CC=C1)C1=NC=CC=C1)C(F)(F)F)=O